C(C=CCCCCCCC)(=O)O[C@@H](C[N+](C)(C)C)CC([O-])=O O-decenoyl-L-carnitine